N=1C=C(N2C1C=NC=C2)C#CC2=C(C=CC=1C(=NOC12)NC1=CC(=CC(=C1)C(F)(F)F)N1C=NC(=C1)C)C 7-(imidazo[1,2-a]pyrazin-3-ylethynyl)-6-methyl-N-(3-(4-methyl-1H-imidazol-1-yl)-5-(trifluoromethyl)phenyl)benzo[d]isoxazol-3-amine